(+/-)-3-[4-(2-amino-6-methyl-pyrimidin-4-yl)-1,4-oxazepan-3-yl]-4-chloro-phenol NC1=NC(=CC(=N1)N1[C@@H](COCCC1)C=1C=C(C=CC1Cl)O)C |r|